2-(isopropoxy)benzyl alcohol C(C)(C)OC1=C(CO)C=CC=C1